OCC1=CC=C(CC=2C(=NN(C2)C=2SC=C(N2)C(=O)O)C2=CC=CC=C2)C=C1 2-(4-(4-(hydroxymethyl)benzyl)-3-phenyl-1H-pyrazol-1-yl)thiazole-4-carboxylic acid